BrC=1C=C(C=CC1)[C@@H](C)NC1=NC(=NC2=CC(=C(C=C12)OC)OCCOCCOCCOCCNC1=C2C(N(C(C2=CC=C1)=O)C1C(NC(CC1)=O)=O)=O)C 4-((2-(2-(2-(2-((4-(((R)-1-(3-Bromophenyl)ethyl)amino)-6-methoxy-2-methyl-quinazolin-7-yl)oxy)ethoxy)ethoxy)ethoxy)ethyl)amino)-2-(2,6-dioxopiperidin-3-yl)isoindoline-1,3-dione